2-(4-trifluoromethoxyphenyl)thiazol FC(OC1=CC=C(C=C1)C=1SC=CN1)(F)F